4-(1-amino-ethyl)-hepta-1,6-diene-4-ol NC(C)C(CC=C)(CC=C)O